BrC=1SC(=C(N1)C(=O)OC)C(F)F Methyl 2-bromo-5-(difluoromethyl)thiazole-4-carboxylate